N-ethyl-Piperazine tert-Butyl-3-((6-chloropyridazin-3-yl)amino)-2-fluoro-8-azabicyclo[3.2.1]octane-8-carboxylate C(C)(C)(C)OC(=O)N1C2C(C(CC1CC2)NC=2N=NC(=CC2)Cl)F.C(C)N2CCNCC2